(2S,3R)-methyl-3-(2-fluorophenyl)-1,4-dioxaspiro[4.5]decane-2-carboxylate COC(=O)[C@H]1OC2(O[C@@H]1C1=C(C=CC=C1)F)CCCCC2